ClC1=NC=2N(C(=C1)N(C(OC(C)(C)C)=O)C1=CC(=CC=C1)C#N)N=CC2C2CC2 Tert-Butyl (5-chloro-3-cyclopropylpyrazolo[1,5-a]pyrimidin-7-yl)(3-cyanophenyl)carbamate